C(C)(=O)O.C(C)(=O)O.CCCCCCCCCCCCCCCCCCCC.C(CCCCCCCCCCCCCCCCCCCCC)(=O)OCC(O)CO glyceryl behenate eicosan-diacetate